1-methyl-6-((3-methyl-1H-pyrazolo[3,4-b]pyridin-5-yl)oxy)-2-((1-methyl-2-oxo-5-(trifluoromethyl)-1,2-dihydropyridin-3-yl)amino)-1H-imidazo[4,5-b]pyridine-7-carbonitrile CN1C(=NC2=NC=C(C(=C21)C#N)OC=2C=C1C(=NC2)NN=C1C)NC=1C(N(C=C(C1)C(F)(F)F)C)=O